2-(6-(((1R,3s,5S)-1,5-dimethyl-8-azabicyclo[3.2.1]octan-3-yl)(methyl)amino)pyridazin-3-yl)-3,4-difluoro-5-(2-methoxypyridin-4-yl)phenol C[C@]12CC(C[C@](CC1)(N2)C)N(C2=CC=C(N=N2)C2=C(C=C(C(=C2F)F)C2=CC(=NC=C2)OC)O)C